2-methoxyphenyl pivalate C(C(C)(C)C)(=O)OC1=C(C=CC=C1)OC